ClC1=CC(=C2C=NNC2=C1)N1CC2C(C1)CN(C2(C)C)C(C)=O 1-(5-(6-chloro-1H-indazol-4-yl)-1,1-dimethylhexahydropyrrolo[3,4-c]pyrrol-2(1H)-yl)ethanone